isoheneicosane CCCCCCCCCCCCCCCCCCC(C)C